C1(CC1)C=1N=C2N(C(C1)=O)C=C(C=C2C(C)NC2=C(C(=O)O)C=CC=C2)C 2-((1-(2-cyclopropyl-7-methyl-4-oxo-4H-pyrido[1,2-a]pyrimidin-9-yl)ethyl)amino)benzoic acid